tert-butyl (cis)-4-hydroxycyclohexylcarbamate O[C@H]1CC[C@H](CC1)NC(OC(C)(C)C)=O